S(=O)(=O)(O)NC(=O)N sulfo-urea